4-chloro-5-(2-(((1R,2S)-2-hydroxycyclopentyl)amino)-2-oxoacetyl)-1,2-dimethyl-N-(3,4,5-trifluorophenyl)-1H-pyrrole-3-carboxamide ClC=1C(=C(N(C1C(C(=O)N[C@H]1[C@H](CCC1)O)=O)C)C)C(=O)NC1=CC(=C(C(=C1)F)F)F